(2S,4S)-1-((R)-2-(2-naphthamido)-3-cyclohexylpropanoyl)-4-(5-(2-hydroxypropan-2-yl)-1H-1,2,3-triazol-1-yl)pyrrolidine-2-carboxylic Acid C1=C(C=CC2=CC=CC=C12)C(=O)N[C@@H](C(=O)N1[C@@H](C[C@@H](C1)N1N=NC=C1C(C)(C)O)C(=O)O)CC1CCCCC1